5-bromo-6-(methoxymethoxy)quinoline BrC1=C2C=CC=NC2=CC=C1OCOC